1-(3-chloro-2-fluorobenzyl)-4-((3-fluoro-4-(3-hydroxyazetidin-1-yl)-6-((5-methylthiazol-2-yl)-amino)pyridin-2-yl)methyl)piperidine-4-carboxylic acid ClC=1C(=C(CN2CCC(CC2)(C(=O)O)CC2=NC(=CC(=C2F)N2CC(C2)O)NC=2SC(=CN2)C)C=CC1)F